CN1N=CC(=C1)CN1C=2N(C3=CC=C(C=C3C1=O)S(=O)(=O)NC1(CC1)C)CC1(N2)COCC1 4'-((1-methyl-1H-pyrazol-4-yl)methyl)-N-(1-methylcyclopropyl)-5'-oxo-4,4',5,5'-tetrahydro-1'H,2H-spiro[furan-3,2'-imidazo[1,2-a]quinazoline]-7'-sulfonamide